1-(2-(5-((R)-1-(3,5-dichloropyridin-4-yl)ethoxy)-1H-indazol-3-yl)-4,6-dihydropyrrolo[3,4-d]imidazol-5(1H)-yl)-2-((R)-3-hydroxypyrrolidin-1-yl)ethan-1-one ClC=1C=NC=C(C1[C@@H](C)OC=1C=C2C(=NNC2=CC1)C1=NC2=C(N1)CN(C2)C(CN2C[C@@H](CC2)O)=O)Cl